N-(7-(4-methyl-6-propionylpyridin-3-yl)-2,6-naphthyridin-3-yl)bicyclo[1.1.1]pentane-1-carboxamide CC1=C(C=NC(=C1)C(CC)=O)C1=NC=C2C=C(N=CC2=C1)NC(=O)C12CC(C1)C2